2-(azetidin-3-ylsulfonyl)ethanol N1CC(C1)S(=O)(=O)CCO